(R)-6-(2-hydroxy-6-methyl-4-(trifluoromethyl)phenyl)-3-((1-(2-hydroxyethyl)piperidin-3-yl)amino)-4-methyl-1,2,4-triazin-5(4H)-one OC1=C(C(=CC(=C1)C(F)(F)F)C)C=1C(N(C(=NN1)N[C@H]1CN(CCC1)CCO)C)=O